BrC=1C=C2C=C(C(=NC2=CC1)OC)C(=O)O 6-bromo-2-methoxyquinoline-3-carboxylic acid